1-methyl-N-(5-{1-[4-(trifluoromethyl)phenyl]-1H-pyrazol-4-yl}-1H-indol-3-yl)-1H-pyrazole-3-carboxamide CN1N=C(C=C1)C(=O)NC1=CNC2=CC=C(C=C12)C=1C=NN(C1)C1=CC=C(C=C1)C(F)(F)F